CC1=NC=2N(C(=C1)[C@]13CN(CC[C@@H]3C1)C(=O)OC)N=C(C2)[C@@H]2CC[C@H](CC2)C(F)(F)F methyl (1R,6S)-1-{5-methyl-2-[trans-4-(trifluoromethyl)cyclohexyl]pyrazolo[1,5-a]pyrimidin-7-yl}-3-azabicyclo[4.1.0]heptane-3-carboxylate